P(=O)(O)(O)OCC(C(=O)O)OP(=O)(O)O Diphosphoglyceric acid